C(C)(C)(C)C1=C(C=CC=C1)C1=C(C(=CC=C1)C1=C(C=CC=C1)C(C)(C)C)O 2,6-bis(2-tert-butylphenyl)phenol